3-(4-aminoimidazo[2,1-f][1,2,4]triazin-7-yl)-N-(2-cyanoethyl)-N-(3-hydroxypropyl)-4-methylbenzenesulfonamide NC1=NC=NN2C1=NC=C2C=2C=C(C=CC2C)S(=O)(=O)N(CCCO)CCC#N